2-(biphenyl-4-yl)-6-chloro-4-(phenanthren-9-yl)-benzoxazole C1(=CC=C(C=C1)C=1OC2=C(N1)C(=CC(=C2)Cl)C=2C1=CC=CC=C1C=1C=CC=CC1C2)C2=CC=CC=C2